4-hydroxy-3-ethoxybenzaldehyde OC1=C(C=C(C=O)C=C1)OCC